1-[2-chloro-4-[[5-(2,3-difluoro-4-methoxy-phenyl)-1-methyl-imidazole-2-carbonyl]amino]benzoyl]-N-[(3S)-pyrrolidin-3-yl]piperidine-4-carboxamide formate C(=O)O.ClC1=C(C(=O)N2CCC(CC2)C(=O)N[C@@H]2CNCC2)C=CC(=C1)NC(=O)C=1N(C(=CN1)C1=C(C(=C(C=C1)OC)F)F)C